ClC(=C(C)C)N(C)C chloro-N,N,2-trimethylprop-1-en-1-amine